2-(3-(hydroxymethyl)quinoline-2-yl)quinazoline OCC=1C(=NC2=CC=CC=C2C1)C1=NC2=CC=CC=C2C=N1